N-(1H-pyrazol-5-ylmethoxy)propan-1-amine N1N=CC=C1CONCCC